C1(=CC=CC=C1)C=O Phenyl-Formaldehyde